COC1=C(C=O)C=CC(=C1)C#C[Si](C(C)C)(C(C)C)C(C)C 2-methoxy-4-{[tri(propan-2-yl)silyl]ethynyl}benzaldehyde